C(=O)(O)C(C(=O)O)C(C)C(C1=CC(=C(C=C1)OCC)[N+](=O)[O-])=O 2-carboxy-3-(3-nitro-4-ethoxybenzoyl)-butyric acid